methyl ((R)-6-(7,7-difluoro-2-((2S,3R)-3-hydroxy-2-methylazetidin-1-yl)-6,7-dihydro-5H-cyclopenta[d]pyrimidin-4-yl)-4-methoxy-2,3-dihydrobenzofuran-3-yl)carbamate FC1(CCC2=C1N=C(N=C2C2=CC1=C([C@H](CO1)NC(OC)=O)C(=C2)OC)N2[C@H]([C@@H](C2)O)C)F